8-(1-Cyclopropyl-1H-indol-4-yl)-6-fluoro-1,4,4,9-tetramethyl-5H-[1,2,4]triazolo[4,3-a]quinoxaline C1(CC1)N1C=CC2=C(C=CC=C12)C1=CC(=C2NC(C=3N(C2=C1C)C(=NN3)C)(C)C)F